3-(PHENYLAMINOCARBONYL)-5-NITROPHENYLBORONIC ACID C1(=CC=CC=C1)NC(=O)C=1C=C(C=C(C1)[N+](=O)[O-])B(O)O